3-(azetidin-3-yl)thietane 1,1-dioxide N1CC(C1)C1CS(C1)(=O)=O